FC=1C(=C(C=CC1)C1=CC(=CC=C1)C)N1CCC(CC1)C1=C(N=CN1)C fluoro-3'-methyl-2-(4-(4-methyl-1H-imidazol-5-yl)piperidin-1-yl)-[1,1'-biphenyl]